tert-butyl (3aR,7aR)-1-(6-chloropyridazin-3-yl)-3,3a,4,5,7,7a-hexahydro-2H-pyrrolo[2,3-c]pyridine-6-carboxylate ClC1=CC=C(N=N1)N1CC[C@H]2[C@@H]1CN(CC2)C(=O)OC(C)(C)C